NCC(=O)N1C(C=2N(CC1)C(=C(N2)C2=CC(=C(C(=C2)F)F)F)NC2=CC(=CC=C2)F)(C)C 2-amino-1-(3-((3-fluorophenyl)amino)-8,8-dimethyl-2-(3,4,5-trifluorophenyl)-5,6-dihydroimidazo[1,2-a]pyrazin-7(8H)-yl)ethan-1-one